BrC=1C=CC2=C(C=CB(O2)O)C1 6-bromo-2-hydroxy-1,2-benzoxaborinine